O1-tert-butyl O4-ethyl 3-hydroxypiperidine-1,4-dicarboxylate OC1CN(CCC1C(=O)OCC)C(=O)OC(C)(C)C